COC(CCCCC(C)N1N=CC(=C1)C1=CC=C2C=NC(=NN21)Cl)=O.C(C)C(CN(CC(CCCC)CC)CN2N=NC=C2)CCCC 1-[bis(2-ethyl-hexyl)aminomethyl]triazole methyl-6-(4-(2-chloropyrrolo[2,1-f][1,2,4]triazin-7-yl)-1H-pyrazol-1-yl)heptanoate